2-(2-Propoxyethoxy)-1-aminoethan C(CC)OCCOCCN